C[Si](CCOCN1N=CC=C1C1=NC=CC=C1)(C)C 1-((2-(trimethylsilyl)ethoxy)methyl)-1H-pyrazol-5-ylpyridine